2-Nonen-4-olide C1(C=CC(CCCCC)O1)=O